fluoro-3-hydroxy-2,3-dihydro-1H-isoindol-1-one FN1C(C2=CC=CC=C2C1O)=O